Cl.Cl.O=C1NC(CCC1N1C(C2=CC(=C(C=C2C1=O)OC(C)C)C1CCN(CC1)C1CC(C1)OC1CCNCC1)=O)=O 2-(2,6-dioxo-3-piperidyl)-5-isopropoxy-6-[1-[3-(4-piperidyloxy)cyclobutyl]-4-piperidyl]isoindoline-1,3-dione dihydrochloride